CC1=C(C=CC(=C1)C)NC(=O)N1CC(CCC1)C1=NC(=C2N1C=CC=C2)C2=CC(=CC=C2)OC N-(2,4-dimethylphenyl)-3-(1-(3-methoxyphenyl)imidazo[1,5-a]pyridin-3-yl)piperidine-1-carboxamide